C1(=CC=CC=C1)P(C1=CC=C(C=C1)C)=O phenyl-(4-methylphenyl)phosphine oxide